(3aR,6aS)-2-(4,6-Dimethylpyrimidin-2-yl)hexahydro-5H-pyrrolo[3,4-d]isoxazole-5-carboxylate CC1=NC(=NC(=C1)C)N1O[C@H]2[C@@H](C1)CN(C2)C(=O)[O-]